ClC1=CC(=C(COC2=CC=CC(=N2)C2CCN(CC2)CC2=NC3=C(N2CC2=NC=C(C=C2)Cl)C=C(C=C3)C(=O)O)C=C1)F 2-[(4-{6-[(4-chloro-2-fluorobenzyl)oxy]pyridin-2-yl}piperidin-1-yl)methyl]-1-[(5-chloropyridin-2-yl)methyl]-1H-benzimidazole-6-carboxylic acid